C(#N)CCCCCCCCC#N 1,8-Dicyanooctane